C(C)N1N=CC(=C1OCC=C)C1=NC=CC(=N1)NC=1N=CC2=C(C=CC(=C2C1)C(=C)C)N1[C@@H]([C@H](C1)CS(=O)(=O)C)C N-(2-(1-ethyl-5-allyloxy-1H-pyrazol-4-yl)pyrimidin-4-yl)-5-isopropenyl-8-((2r,3s)-2-methyl-3-(methylsulfonylmethyl)azetidin-1-yl)isoquinolin-3-amine